23,23-dimethyl-25-oxa-16λ6-thia-11,13,14,17,22,27,33-heptaazaheptacyclo[24.3.1.112,15.117,19.119,22.02,10.05,9]tritriaconta-1(29),2,4,9,12,14,26(30),27-octaene-16,16-dioxide CC1(N2CCC3(CN(S(C4=NN=C(NC5=C6CCCC6=CC=C5C5=CC=NC(OC1)=C5)N4)(=O)=O)C3)C2)C